C[Si](C)(C)N([C@H](CCCC(CC(=O)[O-])O[Si](C)(C)C(C)(C)C)B1O[C@@H]2[C@H]3C([C@@H](C[C@@]2(O1)C)C3)(C)C)[Si](C)(C)C (7S)-7-[bis(trimethylsilyl)amino]-3-[(tert-butyldimethylsilyl)oxy]-7-[(1R,2R,6S,8R)-6,9,9-trimethyl-3,5-dioxa-4-boratricyclo[6.1.1.02,6]decan-4-yl]heptanoate